C1(CCC1)CNCC=1C=CC=2N(C1)C=C(N2)CN2N=NC(=C2)C2=C1C=NNC1=CC(=C2)N 4-(1-((6-(((cyclobutylmethyl)amino)methyl)imidazo[1,2-a]pyridin-2-yl)methyl)-1H-1,2,3-Triazol-4-yl)-1H-indazol-6-amine